C(C1=CC=CC=C1)OC1=NN(C(=C1I)C(=O)OC)COCC[Si](C)(C)C Methyl 3-(benzyloxy)-4-iodo-1-((2-(trimethylsilyl)ethoxy)methyl)-pyrazole-5-carboxylate